2-[[5-(5-Chloro-2-methylphenyl)-2-furanyl]methylene]-1H-indene-1,3(2H)-dione ClC=1C=CC(=C(C1)C1=CC=C(O1)C=C1C(C2=CC=CC=C2C1=O)=O)C